1-(6-chloro-1-(2-(1,1-difluoroethyl)-6-ethylpyrimidin-4-yl)-1H-pyrazolo[4,3-C]pyridin-3-yl)-N,N-dimethylpyrrolidin-3-amine ClC1=CC2=C(C=N1)C(=NN2C2=NC(=NC(=C2)CC)C(C)(F)F)N2CC(CC2)N(C)C